(S)-N-((R)-3-((S)-2-(hydroxymethyl)pyrrolidin-1-yl)-1-(3-((1-methylazetidin-3-yl)carbamoyl)phenyl)propyl)-7-(1-methylcyclopropyl)-5,6,7,8-tetrahydroacridine-2-carboxamide OC[C@H]1N(CCC1)CC[C@H](C1=CC(=CC=C1)C(NC1CN(C1)C)=O)NC(=O)C1=CC2=CC=3C[C@H](CCC3N=C2C=C1)C1(CC1)C